C(C1=CC=CC=C1)OC(=O)NC12CN(CC(C1)(C2)OCOC)C(=O)OC(C)(C)C tert-Butyl 1-{[(benzyloxy)carbonyl]amino}-5-(methoxymethoxy)-3-azabicyclo[3.1.1]heptane-3-carboxylate